[Fe+3].OC=1C(NC=CC1)=O hydroxypyridone iron(III)